N1-cyclohexyl-6-fluoro-N1-methylbenzene-1,2-diamine C1(CCCCC1)N(C=1C(=CC=CC1F)N)C